2,2,4,4,6,6,8,8-octamethyl-2,4,6,8-tetrasila-1,5-dioxacyclooctane C[Si]1(O[Si](C[Si](O[Si](C1)(C)C)(C)C)(C)C)C